BrC=1C(=CC2=C(NC(O2)=O)C1)[N+](=O)[O-] 5-bromo-6-nitrobenzo[d]oxazol-2(3H)-one